3-(4,6-dichloro-2-(methylthio)pyrimidin-5-yl)propan-1-amine ClC1=NC(=NC(=C1CCCN)Cl)SC